N3,N3'-(5-Amino-3-iminopyridin-2,6(1H,3H)diyliden)bis{6,7-dimethyl-N2-[2-(4-methylpiperazin-1-yl)ethyl]pyrazolo[1,5-a]pyridin-2,3-diamin} NC1=CC(C(NC1=NC=1C(=NN2C1C=CC(=C2C)C)NCCN2CCN(CC2)C)=NC=2C(=NN1C2C=CC(=C1C)C)NCCN1CCN(CC1)C)=N